C(C)(C)(C)OC(NC1(CN(CC1)C1=C(C=CC=C1CO)F)C)=O [1-(2-Fluoro-6-hydroxymethyl-phenyl)-3-methyl-pyrrolidin-3-yl]-carbamic acid tert-butyl ester